CC(COC1=NC=CC=C1C)(C)NC(=O)C1C2CNCC12 N-[1,1-dimethyl-2-[(3-methyl-2-pyridinyl)oxy]ethyl]-3-azabicyclo[3.1.0]hexane-6-carboxamide